5-methyl-1H-pyrazole-1-carboxamide CC1=CC=NN1C(=O)N